5-(5-fluoro-2-methoxyphenyl)-1-methyl-2-oxo-1,2-dihydropyridine-4-carboxylic acid methyl ester COC(=O)C1=CC(N(C=C1C1=C(C=CC(=C1)F)OC)C)=O